[NH4+].C(C)(C)O monoisopropanol ammonium salt